Tert-butyl 2-(2-((tert-butoxycarbonyl) amino) pyridin-4-yl)-5-chloro-3-ethyl-1H-indole-1-carboxylate C(C)(C)(C)OC(=O)NC1=NC=CC(=C1)C=1N(C2=CC=C(C=C2C1CC)Cl)C(=O)OC(C)(C)C